FC1=C(C=CC=C1)[C@@H]1CCC=2N1N=C(N2)C(=O)N[C@H]2CCC1=C(NC2=O)C=CC=N1 (5S)-5-(2-Fluorophenyl)-N-[(7S)-6-oxo-5,7,8,9-tetrahydropyrido[3,2-b]azepin-7-yl]-6,7-dihydro-5H-pyrrolo[1,2-b][1,2,4]triazol-2-carboxamid